3-(2-butyl-1H-imidazo[4,5-c]quinoline-1-yl)-2,2-dimethylpropan-1-ol C(CCC)C=1N(C2=C(C=NC=3C=CC=CC23)N1)CC(CO)(C)C